6-bromo-4-((trimethylsilyl)ethynyl)isoquinolin-3-amine BrC=1C=C2C(=C(N=CC2=CC1)N)C#C[Si](C)(C)C